2-(6-(phosphonomethyl)-1,2,4,5-tetrazin-3-yl)acetic acid P(=O)(O)(O)CC1=NN=C(N=N1)CC(=O)O